C(C)(C)(C)C1=NN=C2N1C(N(C1=C2N=CC(=C1)N1CCNCC1)CC1=CC=C(C=C1)OC)=O 3-tert-Butyl-6-[(4-methoxyphenyl)methyl]-8-(piperazin-1-yl)pyrido[2,3-e][1,2,4]triazolo[4,3-c]pyrimidin-5(6H)-one